C1(CC1)[C@@H](CO)NC1=NC(=NC=C1C(=O)N)NCCCC(C)(C)F 4-{[(1S)-1-Cyclopropyl-2-hydroxyethyl]amino}-2-[(4-fluoro-4-methylpentyl)amino]pyrimidine-5-carboxamide